N-(4-([1,2,4]triazolo[4,3-c]pyrimidin-7-yloxy)-3-methylphenyl)-6-bromoquinazolin N=1N=CN2C=NC(=CC21)OC2=C(C=C(C=C2)N2CN=CC1=CC(=CC=C21)Br)C